benzyl (1-(2-(benzyloxy)ethoxy)-6,6-difluorohexan-3-yl)carbamate C(C1=CC=CC=C1)OCCOCCC(CCC(F)F)NC(OCC1=CC=CC=C1)=O